NC1=NC2=NC(=C(N=C2C(=N1)N)C1=CC(=CC=C1)O)C=1C=C(C=CC1)O 3-[2,4-diamino-6-(3-hydroxyphenyl)pteridin-7-yl]phenol